tert-butyl 3-[7-[8-ethyl-3-(methoxymethoxy)-1-naphthyl]-2-methylsulfonyl-pyrido[4,3-d]pyrimidin-4-yl]-3,8-diazabicyclo[3.2.1]octane-8-carboxylate C(C)C=1C=CC=C2C=C(C=C(C12)C1=CC=2N=C(N=C(C2C=N1)N1CC2CCC(C1)N2C(=O)OC(C)(C)C)S(=O)(=O)C)OCOC